C(#N)C1=C(C=CC(=C1)OC=1C=NC=C(C1)C1=CC(=C(C=C1)F)F)NS(=O)(=O)C1CCNCC1 N-(2-cyano-4-((5-(3,4-difluorophenyl)pyridin-3-yl)oxy)phenyl)piperidine-4-sulfonamide